OC(CC1=CC=C(C=N1)C1=CC2=C(OC[C@@H](C(N2C)=O)NC(C2=CC=CC=C2)(C2=CC=CC=C2)C2=CC=CC=C2)C=C1)(C)C (S)-7-(6-(2-hydroxy-2-methylpropyl)pyridin-3-yl)-5-methyl-3-(tritylamino)-2,3-dihydrobenzo[b][1,4]oxazepin-4(5H)-one